12-hydroxy-(cis)-9-octadecenoic acid-2-oxiranylmethyl ester O1C(C1)COC(CCCCCCC\C=C/CC(CCCCCC)O)=O